(S,E)-methyl 6-(2,3-dihydro-1H-indene-2-carboxamido)-7-(1-(2-(2-adamantylamino)-2-oxoethyl)-2-oxo-1,2-dihydropyridin-3-ylamino)-7-oxohept-2-enoate C1C(CC2=CC=CC=C12)C(=O)N[C@@H](CC/C=C/C(=O)OC)C(=O)NC=1C(N(C=CC1)CC(=O)NC1C2CC3CC(CC1C3)C2)=O